6-bromo-8-methoxy-2-(1-methyl-2-oxabicyclo[2.1.1]hexan-4-yl)imidazo[1,2-a]pyrazine BrC=1N=C(C=2N(C1)C=C(N2)C21COC(C2)(C1)C)OC